COC1=C(C=CC=C1C1=NN(C=N1)C)NC1=C(N=NC(=C1)NC1=NC=C(C=C1)N1CCNCC1)C(=O)NC([2H])([2H])[2H] 4-((2-methoxy-3-(1-methyl-1H-1,2,4-triazol-3-yl)phenyl)amino)-N-(methyl-d3)-6-((5-(piperazin-1-yl)pyridin-2-yl)amino)pyridazine-3-carboxamide